COC(=O)[C@@H]1CC[C@H](CC1)N1N=CC(=C1)Br Trans-4-(4-bromo-1H-pyrazol-1-yl)cyclohexanecarboxylic acid methyl ester